C1OCC12CN(CC2)C=2N=C1C(=NC2)N=C(S1)NC(=O)C=1C=NC(=CC1C1=C(C=CC(=C1)Cl)OC)C N-(6-(2-oxa-6-azaspiro[3.4]octan-6-yl)thiazolo[4,5-b]pyrazin-2-yl)-4-(5-chloro-2-methoxyphenyl)-6-methylpyridine-3-carboxamide